tert-butyl ((2S)-5-((4-((1-(tert-butyl)-3-((1S,3R)-3-((tert-butyldimethylsilyl)oxy)cyclopentyl)-1H-pyrazol-5-yl)amino)pyridin-2-yl)oxy)-3-fluoropentan-2-yl)carbamate C(C)(C)(C)N1N=C(C=C1NC1=CC(=NC=C1)OCCC([C@H](C)NC(OC(C)(C)C)=O)F)[C@@H]1C[C@@H](CC1)O[Si](C)(C)C(C)(C)C